S(C1=CC(=C(C(=C1)C(C)(C)C)O)C)C1=CC(=C(C(=C1)C(C)(C)C)O)C 4,4'-thio-bis(2-methyl-6-tert-butylphenol)